FC(C(=O)O)(F)F.N1C(NC(CC1)=O)=O dihydropyrimidine-2,4(1H,3H)-dione trifluoroacetate